[N+](=O)([O-])C1=C(C=CC=C1)C1(CC1)N 1-(2-nitrophenyl)cyclopropan-1-amine